N-(4-(4-amino-7-(1-isobutyrylpiperidin-4-yl)quinazolin-5-yl)phenyl)-1-isopropyl-2,4-dioxo-3-(pyridin-2-yl)-1,2,3,4-tetrahydropyrimidine-5-carboxamide NC1=NC=NC2=CC(=CC(=C12)C1=CC=C(C=C1)NC(=O)C=1C(N(C(N(C1)C(C)C)=O)C1=NC=CC=C1)=O)C1CCN(CC1)C(C(C)C)=O